formaldehyde-aluminum salt [Al].C=O